octahydro-4,7-methyleneindene C1C2C3CCCC3C1CC2